Cl.C(C1=CC=CC=C1)C=1C(=NC=C(N1)C1=CC=C(C=C1)OC)N 3-benzyl-5-(4-methoxyphenyl)pyrazin-2-amine hydrochloric acid salt